CC1CC2C(C(=O)OC2=O)CC1 hexahydro-4-methyl-phthalic anhydride